CC1=C(C(=CC(=C1)C)C1(CCCCC1)C)O 2,4-dimethyl-6-(1-methylcyclohexyl)phenol